5-bromo-1-(2-methoxyethyl)-3-methyl-pyrazole BrC1=CC(=NN1CCOC)C